NC1CNC1 3-aminoazetidine